[Cr+3].S(=O)(=O)([O-])[O-].[Cr+3].S(=O)(=O)([O-])[O-].S(=O)(=O)([O-])[O-] chromium sulfate chromium